[C@H]12CN(C[C@H](CC1)N2)C2=NC(=NC1=CC(=CC=C21)C2=CC(=CC1=CC=CC=C21)N)OC[C@H]2N(CCC2)C 4-(4-((1R,5S)-3,8-diazabicyclo[3.2.1]octan-3-yl)-2-(((S)-1-methylpyrrolidin-2-yl)methoxy)quinazolin-7-yl)naphthalen-2-amine